NC1=CC=2C(C3=CC=CC=C3C(C2C(=C1)N)=O)=O 2,4-diaminoanthraquinone